(E)-4-styrylpyridine C(=C\C1=CC=CC=C1)/C1=CC=NC=C1